[C@H]12CNCC[C@@H]2CN1C=1SC2=C(N=NC(=C2)C2=C(C=C(C=C2)C=2C=NNC2)O)N1 2-{6-[(1s,6r)-3,8-diazabicyclo[4.2.0]oct-8-yl][1,3]thiazolo[4,5-c]pyridazin-3-yl}-5-(1H-pyrazol-4-yl)phenol